[C].C(C)O ethanol carbon